(Z)-3-(4-((4-aminobutyl)(pent-3-en-1-yl)amino)-1-oxoisoindolin-2-yl)piperidine-2,6-dione NCCCCN(C1=C2CN(C(C2=CC=C1)=O)C1C(NC(CC1)=O)=O)CC\C=C/C